ClC=1C=C(C=NC1OC1=C(N=CS1)C)N1N=CN(C1=O)CC1=C(C=CC=C1F)F 2-[5-chloro-6-(4-methylthiazol-5-yl)oxy-3-pyridinyl]-4-[(2,6-difluorophenyl)methyl]-1,2,4-triazol-3-one